N1=C(C=CC=C1)C=1N=NC(=C(N1)C1=CC=CC=C1)C1=CC=CC=C1 3-(2-pyridinyl)-5,6-diphenyl-1,2,4-triazine